3-((3-(methoxycarbonyl)naphthalen-2-yloxy)methyl)piperidine-1-carboxylic acid tert-butyl ester C(C)(C)(C)OC(=O)N1CC(CCC1)COC1=CC2=CC=CC=C2C=C1C(=O)OC